BrC1=CC=C(C=N1)COC1=C(C=CC(=N1)C1=CC(=C(C=C1F)CC=1N(C2=C(N1)C(=CC(=C2)C(=O)OCC)F)C[C@H]2OCC2)F)F Ethyl 2-[[4-[6-[(6-bromo-3-pyridyl)methoxy]-5-fluoro-2-pyridyl]-2,5-difluorophenyl]methyl]-7-fluoro-3-[[(2S)-oxetan-2-yl]methyl]benzimidazole-5-carboxylate